COC[C@@H]1N(C[C@@H](C1)NC(=O)C=1OC(=CN1)C1=CC(=CC=C1)OC(F)(F)F)C(=O)O (2R,4R)-2-(methoxymethyl)-4-(5-(3-(trifluoromethoxy)phenyl)oxazole-2-carboxamido)pyrrolidine-1-carboxylic acid